5-2-ethyl-2-hexenyl acetate C(C)(=O)OCC=CCC(C)CC